OCCOC1=CC(=C(C=C1)[N+](=O)[O-])NC 1-β-hydroxyethyloxy-3-methylamino-4-nitrobenzene